3-quinoxalinedimethanol 1,4-dioxide [N+]1(=C(C(=[N+](C2=CC=CC=C12)[O-])CO)CO)[O-]